C1(=CC=C(C=C1)C1=C2C=CC=CC2=C(C2=CC=CC=C12)OB(O)O)C1=CC=CC=C1 (10-([1,1'-biphenyl]-4-yl)anthracen-9-yl)boric acid